The molecule is an organic cation that is the conjugate acid of dabigatran etexilate. It is a conjugate acid of a dabigatran etexilate. [H+].CCCCCCOC(=O)/N=C(\\C1=CC=C(C=C1)NCC2=NC3=C(N2C)C=CC(=C3)C(=O)N(CCC(=O)OCC)C4=CC=CC=N4)/N